CCOC(=O)CCN(C(C)C)SN(C)C(=O)OC1=CC=CC2=C1OC(C2)(C)C The molecule is a carbamate ester, a member of 1-benzofurans and an ethyl ester. It has a role as an EC 3.1.1.7 (acetylcholinesterase) inhibitor, a carbamate insecticide and an agrochemical.